CN1C(CNCC2=C1C=C(C=C2)C=2C1=C(N=C(N2)N2[C@H](CC2)C)CCC1)=O (S)-1-methyl-8-(2-(2-methylazetidin-1-yl)-6,7-dihydro-5H-cyclopenta[d]pyrimidin-4-yl)-1,3,4,5-tetrahydro-2H-benzo[e][1,4]diazepin-2-one